2-{3-[2-amino-6-(thiophen-3-yl)-7H-pyrrolo[2,3-d]pyrimidin-4-yl]-2-(hydroxymethyl)phenyl}-6-cyclopropyl-8-fluoroisoquinolin-1(2H)-one NC=1N=C(C2=C(N1)NC(=C2)C2=CSC=C2)C=2C(=C(C=CC2)N2C(C1=C(C=C(C=C1C=C2)C2CC2)F)=O)CO